5-({[4-(benzyloxy)-3-methoxyphenyl]amino}methylene)-2,2-dimethyl-1,3-dioxane-4,6-dione C(C1=CC=CC=C1)OC1=C(C=C(C=C1)NC=C1C(OC(OC1=O)(C)C)=O)OC